BrC=1C(=C(C2=C(C(=CC=C2C1)OCCC)F)F)F 3-bromo-1,2,8-trifluoro-7-propoxylnaphthalene